4-hydroxymethyl-3,5-dimethylphenol OCC1=C(C=C(C=C1C)O)C